pyrrolidin-1-yl-prop-2-en-1-one N1(CCCC1)C(C=C)=O